C(C=C)N1C(NC(NC1=O)=O)=O 5-(2-propenyl)-1,3,5-triazine-2,4,6(1H,3H,5H)-trione